OC=1C=CC(=C(C1)C=1C(=C(N=C2C3CC(CC12)C3)N3CC1(CN(C1)C(C=C)=O)CC3)C#N)C (P)-(1s,9s)-6-(5-hydroxy-2-methylphenyl)-4-(2-(2-propenoyl)-2,6-diazaspiro[3.4]octan-6-yl)-3-azatricyclo[7.1.1.02,7]undeca-2,4,6-triene-5-carbonitrile